methyl 2-cyclopropyl-4-((2-(4-((1,3-dihydroxypropan-2-yl)carbamoyl)phenyl)-3-oxo-2,8-diazaspiro[4.5]decan-8-yl)methyl)-5-ethoxybenzoate C1(CC1)C1=C(C(=O)OC)C=C(C(=C1)CN1CCC2(CC(N(C2)C2=CC=C(C=C2)C(NC(CO)CO)=O)=O)CC1)OCC